ClC1=C(C=C(C=C1)[C@H](NC(=O)[C@@H]1N([C@@H]2C[C@@H]2C1)C(C1=CC(=CC=C1)S(=O)(=O)C)=O)C1CC1)F (1R,3R,5R)-N-((R)-(4-chloro-3-fluorophenyl)(cyclopropyl)methyl)-2-(3-(methylsulfonyl)benzoyl)-2-azabicyclo[3.1.0]hexane-3-carboxamide